CCN1C[C@@]2(CC[C@@H]([C@@]34[C@@H]2[C@@H]([C@@](C31)([C@]5(C[C@@H]([C@H]6C[C@@H]4[C@@H]5[C@H]6O)OC)O)O)OC)OC)COC The molecule is a diterpenoid that is aconitane bearing an N-ethyl as well as several hydroxy and methoxy substituents. It derives from a hydride of an aconitane.